OC(=O)C(F)(F)F.NC=1C=C(C=CC1OC)C(CN)N(C)C 1-(3-amino-4-methoxyphenyl)-N1,N1-dimethylethane-1,2-diamine TFA salt